1-(TRIFLUOROMETHYL)NAPHTHALENE-4-BORONIC ACID FC(C1=CC=C(C2=CC=CC=C12)B(O)O)(F)F